5-[[4-[(2-hydroxy-2-methyl-propionyl)amino]phenyl]sulfonylamino]thiazole-4-carboxylic acid OC(C(=O)NC1=CC=C(C=C1)S(=O)(=O)NC1=C(N=CS1)C(=O)O)(C)C